3-phenyl-3'-ethylthio-2,2'-bipyridine C1(=CC=CC=C1)C=1C(=NC=CC1)C1=NC=CC=C1SCC